tert-butyl 7,7-difluoro-5-azaspiro[2.4]heptane-5-carboxylate FC1(CN(CC12CC2)C(=O)OC(C)(C)C)F